OC[C@H](C1=CC=CC=C1)NC1=NC(=NC=C1C1=NC(=NO1)C)NC=1C=C2C(NC(C2=CC1)=O)(C)C (S)-5-((4-((2-hydroxy-1-phenylethyl)amino)-5-(3-methyl-1,2,4-oxadiazol-5-yl)pyrimidin-2-yl)amino)-3,3-dimethylisoindolin-1-one